N-[(1s,4s)-4-(dimethylamino)cyclohexyl]-6-[3-(4-mesyl-2-anisidino)-1-propynyl]-1-(2,2,2-trifluoroethyl)-1H-1,3-benzimidazole-4-carboxamide CN(C1CCC(CC1)NC(=O)C1=CC(=CC=2N(C=NC21)CC(F)(F)F)C#CCNC=2C(OC)=CC=C(C2)S(=O)(=O)C)C